C1(CC1)OC1=NN(C=C1)C(C)C 3-cyclopropoxy-1-isopropyl-1H-pyrazol